Cl.NCC1C=CC=CC=1SC1C=CC=CC=1CO Bipenamol Hydrochloride